1-(2-Chlorophenyl)-7-cyclopropyl-4-(((1s,2r)-2-fluorocyclopropyl)amino)-2-oxo-1,2-dihydropyrido[2,3-d]pyrimidine-6-carbonitrile ClC1=C(C=CC=C1)N1C(N=C(C2=C1N=C(C(=C2)C#N)C2CC2)N[C@@H]2[C@@H](C2)F)=O